tert-butyl (3aR,7aR)-1-(6-(2-hydroxy-4-(trifluoromethyl)phenyl)-5-methyl-1,2,4-triazin-3-yl)octahydro-6H-pyrrolo[2,3-c]pyridine-6-carboxylate OC1=C(C=CC(=C1)C(F)(F)F)C1=C(N=C(N=N1)N1CC[C@H]2[C@@H]1CN(CC2)C(=O)OC(C)(C)C)C